BrC=1C(=C(OC2CCC(CC2)C(=O)OCC)C=CC1)C ethyl 4-(3-bromo-2-methyl-phenoxy)cyclohexanecarboxylate